ClC1=C(C=C(C=C1)NC(=O)NC1CCC=2NC3=C(C=CC(=C3C2C1)C(=O)N1CCOCC1)Cl)C(F)(F)F 1-(4-chloro-3-trifluoromethylphenyl)-3-(8-chloro-5-(morpholine-4-carbonyl)-2,3,4,9-tetrahydro-1H-carbazol-3-yl)urea